C(CCCCCCCCCCC)CCC(=S)OCC(COC(CCCCCCCCCCCCCC)=S)(COC(CCCCCCCCCCCCCC)=S)COC(CCCCCCCCCCCCCC)=S pentaerythritol tetrakis-(3-dodecyl thiopropionate)